6-((3-(1,1,1,5,5,5-hexamethyl-3-((trimethylsilyl)oxy)trisiloxane-3-yl)propyl)amino)-N,N,N-trimethyl-6-oxohexan-1-aminium iodide [I-].C[Si](O[Si](O[Si](C)(C)C)(O[Si](C)(C)C)CCCNC(CCCCC[N+](C)(C)C)=O)(C)C